2-(2-(2-isopropylphenyl)-4-(methylsulfonyl)piperazin-1-yl)-7-azaspiro[3.5]nonane C(C)(C)C1=C(C=CC=C1)C1N(CCN(C1)S(=O)(=O)C)C1CC2(C1)CCNCC2